ethyl-1-[[5-[5-(trifluoromethyl)-1,2,4-oxadiazol-3-yl]-2-thienyl]methyl]pyrazole C(C)C1=NN(C=C1)CC=1SC(=CC1)C1=NOC(=N1)C(F)(F)F